CC1=C2COC(C2=CC=C1[C@@H]1CN(CCN1)CC=1C=NN(C1)C1=NC=C(C#N)C(=C1)N1CCOCC1)=O (R)-6-(4-((3-(4-methyl-1-oxo-1,3-dihydroisobenzofuran-5-yl)piperazin-1-yl)methyl)-1H-pyrazol-1-yl)-4-morpholinonicotinonitrile